5-phenoxypyrazine O(C1=CC=CC=C1)C=1N=CC=NC1